C(C1=CC=CC=C1)ON1C(C=2C(C1=O)=CC=CC2)=O N-benzyloxyphthalimide